N1(N=CC=C1)C1=CC=C(C=C1)C1CCC1 2-(4-(1H-pyrazol-1-yl)phenyl)cyclobutane